COC(=O)C=1C(C2=C(NC1C)COC2=O)C2=C(C(=CC=C2)F)C2CC(C2)F.FC2=CC=C1C(=CNC1=C2)CC(=O)N2CC(C2)C(=O)N 1-(2-(6-fluoro-1H-indol-3-yl)acetyl)azetidine-3-carboxamide methyl-4-(3-fluoro-2-(3-fluorocyclobutyl)phenyl)-2-methyl-5-oxo-1,4,5,7-tetrahydrofuro[3,4-b]pyridine-3-carboxylate